N-{3-[2-(4-chloro-3-fluorophenoxy)acetamido]bicyclo[1.1.1]pentan-1-yl}-1,5-dimethyl-1H-pyrazole-3-carboxamide ClC1=C(C=C(OCC(=O)NC23CC(C2)(C3)NC(=O)C3=NN(C(=C3)C)C)C=C1)F